ClC=1C=C(C=2CC[C@H](C2C1)O)S(=O)(=O)NC=1C(=C(C(=CC1)F)C=1C=C2C=NC(=NC2=CC1F)NC1CCN(CC1)C(=O)OC(C)(C)C)F tert-butyl 4-[(6-{3-[(1R)-6-chloro-1-hydroxy-2,3-dihydro-1H-indene-4-sulfonamido]-2,6-difluorophenyl}-7-fluoroquinazolin-2-yl)amino]piperidine-1-carboxylate